CC=1C=C(C=CC1C)OBOC1=CC(=C(C=C1)C)C bis(3,4-dimethylphenyl)boronic acid